1-((4-morpholinopyrimidin-2-yl)methyl)-4-(1-(4-(trifluoromethyl)phenyl)-1H-indazol-3-yl)pyridin-2(1H)-one O1CCN(CC1)C1=NC(=NC=C1)CN1C(C=C(C=C1)C1=NN(C2=CC=CC=C12)C1=CC=C(C=C1)C(F)(F)F)=O